(S)-2-(methoxymethyl)-1-((trimethylsilyl)methyl)pyrrolidine COC[C@H]1N(CCC1)C[Si](C)(C)C